N-(2-ethoxyethyl)-2-methoxy-3-[3-(pyrrolidin-1-yl)propoxy]-6H,7H,8H-cyclopenta[b]1,5-naphthyridin-9-amine C(C)OCCNC1=C2C(=NC3=CC(=C(N=C13)OC)OCCCN1CCCC1)CCC2